N1(CCC1)S(=O)(=O)N(C(O)=O)C1=C(C(=C(C=C1)F)I)Cl (azetidin-1-ylsulfonyl)(2-chloro-4-fluoro-3-iodophenyl)carbamic acid